(S)-3-((S)-1-oxo-1,3,5,5a,6,7,8,9-octahydro-2H-pyrazino[1',2':4,5][1,4]oxazino[2,3-e]isoindol-2-yl)piperidine-2,6-dione O=C1N(CC2=C3C(=CC=C12)N1[C@H](CO3)CNCC1)[C@@H]1C(NC(CC1)=O)=O